FC1=C(C=CC=2N(C(N(C21)C)=O)C2C(NC(CC2)=O)=O)N2CC(C2)CO[C@H]2[C@H](CNCC2)F 3-[4-Fluoro-5-[3-[[(3S,4R)-3-fluoro-4-piperidyl]oxymethyl]azetidin-1-yl]-3-methyl-2-oxo-benzimidazol-1-yl]piperidine-2,6-dione